SCCCC1=CC(=C(C=C1)O)OC 4-(3-mercaptopropyl)-2-methoxyphenol